C(C)(C)C=1C(=NNC1C=1C=C(C=2N(C1)N=CN2)OC)C=2SC(=CN2)N2CCN(CC2)C 2-(4-isopropyl-5-(8-methoxy-[1,2,4]triazolo[1,5-a]pyridin-6-yl)-1H-pyrazol-3-yl)-5-(4-methyl-piperazin-1-yl)thiazole